(R)-5-(5-(3-((tert-butoxycarbonyl)amino)piperidine-1-carbonyl)-7-methoxy-1-methyl-1H-benzo[d]imidazol-2-yl)-1-(cyclopropylmethyl)-1H-pyrrole-2-carboxylic acid ethyl ester C(C)OC(=O)C=1N(C(=CC1)C1=NC2=C(N1C)C(=CC(=C2)C(=O)N2C[C@@H](CCC2)NC(=O)OC(C)(C)C)OC)CC2CC2